(R)-6-(2-(4-fluorobenzyl)pyrrolidin-1-yl)-4-morpholinopyridin-2(1H)-one FC1=CC=C(C[C@@H]2N(CCC2)C2=CC(=CC(N2)=O)N2CCOCC2)C=C1